(2r,3r)-1-(7-(8-ethyl-7-fluoro-3-hydroxynaphthalen-1-yl)-8-fluoro-2-(((2r,7as)-2-fluorohexahydro-1H-pyrrolizin-7a-yl)methoxy)pyrido[4,3-d]pyrimidin-4-yl)-2-methylpiperidin-3-ol C(C)C=1C(=CC=C2C=C(C=C(C12)C1=C(C=2N=C(N=C(C2C=N1)N1[C@@H]([C@@H](CCC1)O)C)OC[C@]12CCCN2C[C@@H](C1)F)F)O)F